4-bromo-2-fluoro-6-(4-methoxybenzyloxy)pyrazolo[1,5-a]pyridine BrC=1C=2N(C=C(C1)OCC1=CC=C(C=C1)OC)N=C(C2)F